(R)-6-(5-((3-(4-chlorophenyl)-3-hydroxypropyl)carbamoyl)-4-methylthiophene-2-yl)-N-methyl-1H-indazole-3-carboxamide ClC1=CC=C(C=C1)[C@@H](CCNC(=O)C1=C(C=C(S1)C1=CC=C2C(=NNC2=C1)C(=O)NC)C)O